CN1N=CC=C1C12CC(C1)(C2)C(=O)O 3-(1-methyl-1H-pyrazol-5-yl)bicyclo[1.1.1]pentane-1-carboxylic acid